BrC1=C(C=C(C(=C1)F)[N+](=O)[O-])NC1=NC=CC(=N1)C1=CN(C2=CC=CC=C12)C N-(2-bromo-4-fluoro-5-nitrophenyl)-4-(1-methyl-1H-indol-3-yl)pyrimidin-2-amine